tert-butyl 2-hydroxy-5-methyl-7,8-dihydro-1,6-naphthyridine-6(5H)-carboxylate OC1=NC=2CCN(C(C2C=C1)C)C(=O)OC(C)(C)C